FC=1N=CC(=NC1)C(=O)OC methyl 5-fluoro-2-pyrazinecarboxylate